[Si](C)(C)(C(C)(C)C)OCCCCC=1C(=C2C=NN(C2=CC1Cl)C1OCCCC1)B1OC(C(O1)(C)C)(C)C 5-(4-((tert-butyldimethylsilyl)oxy)butyl)-6-chloro-1-(tetrahydro-2H-pyran-2-yl)-4-(4,4,5,5-tetramethyl-1,3,2-dioxaborolan-2-yl)-1H-indazole